di-n-butyl-dilauryl-tin C(CCC)[Sn](CCCCCCCCCCCC)(CCCCCCCCCCCC)CCCC